dibutyltrimethylsilyloxysilane C(CCC)[SiH](O[Si](C)(C)C)CCCC